3-(2,4-Dioxotetrahydropyrimidin-1(2H)-yl)benzoic acid pentafluorophenyl ester FC1=C(C(=C(C(=C1OC(C1=CC(=CC=C1)N1C(NC(CC1)=O)=O)=O)F)F)F)F